FC=1C=CC=C2C(=C(NC12)C1=CC=C(C=C1)F)C(=O)NN 7-fluoro-2-(4-fluorophenyl)-1H-indole-3-carbohydrazide